(S)-3-(4-methoxyphenyl)-2-(2-(2-morpholinoacetamido)but-2-enoylamino)propanoic acid COC1=CC=C(C=C1)C[C@@H](C(=O)O)NC(C(=CC)NC(CN1CCOCC1)=O)=O